C(CCC)(=O)NC1=NC=NN2C1=CC=C2[C@H]2[C@@H]([C@@H]([C@@](O2)(CF)CO[P@](=O)(OC2=CC=CC=C2)N[C@@H](C)C(=O)OCC(CC)CC)O)O 2-ethylbutyl ((S)-(((2R,3S,4R,5S)-5-(4-butyramidopyrrolo[2,1-f][1,2,4]triazin-7-yl)-2-(fluoromethyl)-3,4-dihydroxytetrahydrofuran-2-yl)methoxy)(phenoxy)phosphoryl)-L-alaninate